[(1R,2S,4R)-2-hydroxy-4-({5-[5-(methoxymethyl)-2-furoyl]pyrimidin-4-yl} amino)cyclopentyl]methyl sulfamate S(N)(OC[C@@H]1[C@H](C[C@@H](C1)NC1=NC=NC=C1C(=O)C=1OC(=CC1)COC)O)(=O)=O